ClC1=C(C=CC(=C1Cl)C1=C(N=C(S1)C(=O)NNC(CC(C)(C)O)=O)C(=O)N1CCC(CC1)F)S(=O)(=O)N[C@H](C(F)(F)F)CC (S)-2,3-dichloro-4-(4-(4-fluoropiperidine-1-carbonyl)-2-(2-(3-hydroxy-3-methylbutyryl)hydrazinocarbonyl)thiazol-5-yl)-N-(1,1,1-trifluorobutan-2-yl)benzenesulfonamide